calcium borate chloride [Cl-].B([O-])(O)O.[Ca+2]